C(C)(C)(C)OC(=O)N([C@H]1CN(CC1)C=1N=NC(=CN1)C(=O)O)C (R)-3-(3-((tert-butoxycarbonyl)(methyl)-amino)pyrrolidin-1-yl)-1,2,4-triazine-6-carboxylic acid